FC=1C=C2C(NN=C(C2=CC1F)C(C)N(C(C1=CC(=C(C(=C1)F)C(F)F)F)=O)C)=O N-(1-(6,7-difluoro-4-oxo-3,4-dihydrophthalazin-1-yl)ethyl)-4-(difluoromethyl)-3,5-difluoro-N-methylbenzamide